FC1(CCC(CC1)NC1=NC(=NC(=C1)N1CC2(COC2)C1)C=1SC=C(N1)CF)F N-(4,4-difluorocyclohexyl)-2-(4-(fluoromethyl)thiazol-2-yl)-6-(2-oxa-6-azaspiro[3.3]heptan-6-yl)pyrimidin-4-amine